C1(C=CC(N1CCC(=O)O)=O)=O 3-maleimido-propionic acid